triethoxy-[3-[(1-ethylcyclobutyl)methoxy]propyl]silane C(C)O[Si](CCCOCC1(CCC1)CC)(OCC)OCC